ClC=1C=CC(=C(C1)O)NC1=NC(=NN1C)C=1C=NC(=CC1)F 5-chloro-2-((3-(6-fluoropyridin-3-yl)-1-methyl-1H-1,2,4-triazol-5-yl)amino)phenol